1,2-dibromo-3,5-difluorobenzene BrC1=C(C(=CC(=C1)F)F)Br